cyclopentyl-3-tert-butyl-1-{3-methyl-2-oxo-1-[(1S)-1-phenylethyl]-4H-quinazolin-6-yl}urea C1(CCCC1)N(C(=O)NC(C)(C)C)C=1C=C2CN(C(N(C2=CC1)[C@@H](C)C1=CC=CC=C1)=O)C